C(C1=C(C(=CC2=CC=CC=C12)F)O)C1=C(C(=CC2=CC=CC=C12)F)O 1,1'-methylenebis(3-fluoronaphthalene-2-ol)